CC1=C[C@@H]2[C@@H](CC1)C(=C)CC[C@H]2C(C)C γ-CADINENE